5-(6-((tert-butoxycarbonyl)amino)imidazo[1,2-a]pyridin-3-yl)thiophene-3-carboxylic acid C(C)(C)(C)OC(=O)NC=1C=CC=2N(C1)C(=CN2)C2=CC(=CS2)C(=O)O